C(C)(=O)N1CC(C2(CC1)CCN(CC2)C2=NC=C(N=C2)Br)NC(OC(C)(C)C)=O tert-butyl (3-acetyl-9-(5-bromopyrazin-2-yl)-3,9-diazaspiro[5.5]undecane-1-yl)carbamate